3-(methanesulfonylmethyl)-1-(2-nitrophenyl)piperidine CS(=O)(=O)CC1CN(CCC1)C1=C(C=CC=C1)[N+](=O)[O-]